CC1=CSC2=C1N=C(N=C2NC2=CC=CC=C2)CN2CCOCC2 7-methyl-2-(morpholinomethyl)-N-phenylthieno[3,2-d]pyrimidin-4-amine